C(C)(C)(C)OC(C(COC1=CC2=CN(N=C2C=C1)CC1N(CC1O)C(=O)O)O)=O (5-(3-(tert-butoxy)-2-hydroxy-3-oxopropoxy)-2H-indazol-2-yl)methyl-3-Hydroxyazetidine-1-carboxylic acid